C(C)(=O)OC1CCN(CC1)C1=NC=C(C=C1NC(=O)C=1OC(=CC1)C1CCNCC1)C(F)(F)F [1-[3-[[5-(4-piperidyl)furan-2-carbonyl]amino]-5-(trifluoromethyl)-2-pyridyl]-4-piperidyl] acetate